FC=1C=C2C(=C(NC2=C(C1)F)C(=O)OC)C methyl 5,7-difluoro-3-methyl-1H-indole-2-carboxylate